3-(4-(aminomethyl)phenyl)-6-((1-(2-fluoro-4-(thiophen-3-yl)benzyl)-4-hydroxypiperidin-4-yl)methyl)-2-methyl-2,6-dihydro-7H-pyrazolo[4,3-d]pyrimidin-7-one dihydrochloride Cl.Cl.NCC1=CC=C(C=C1)C=1N(N=C2C1N=CN(C2=O)CC2(CCN(CC2)CC2=C(C=C(C=C2)C2=CSC=C2)F)O)C